NC1=NC=C(C=C1C=1C=C2CCNC(C2=CC1)=O)C1=CC=C(C=C1)N1C[C@@H](N(CC1)C)C(C)C (S)-6-(2-amino-5-(4-(3-isopropyl-4-methylpiperazin-1-yl)phenyl)pyridin-3-yl)-3,4-dihydroisoquinolin-1(2H)-one